2,2'-bipyridyl copper [Cu].N1=C(C=CC=C1)C1=NC=CC=C1